(S)-5-fluoro-1-(naphthalene-1-yl)-2-propyl-1H-benzo[d]imidazole FC1=CC2=C(N(C(=N2)CCC)C2=CC=CC3=CC=CC=C23)C=C1